C1(=CC=CC=C1)NS(=O)(=O)NC(=N)N N-(phenyl)aminosulfonylguanidine